BrC1=CC(=C(C(=N1)Cl)N)C(F)F 6-bromo-2-chloro-4-(difluoromethyl)pyridin-3-amine